Diazacyclononene N1=NCCCCCCC1